[N+](=O)([O-])C1=CC=C(O1)/C=C/C=N/N1C(=NN=C1C1=CC=CC=C1)S 4-{[(E,2E)-3-(5-nitrofuran-2-yl)prop-2-en-1-ylidene]amino}-5-phenyl-4H-1,2,4-triazole-3-thiol